6-formyl-4-(4-methoxy-4-methylpiperidin-1-yl)-2-oxo-1,2-dihydroquinoline-3-carbonitrile C(=O)C=1C=C2C(=C(C(NC2=CC1)=O)C#N)N1CCC(CC1)(C)OC